tert-butyl (2-(4-((3-cyano-5-ethyl-6-isobutylpyrazin-2-yl) amino) pyridin-2-yl)ethyl)carbamate C(#N)C=1C(=NC(=C(N1)CC)CC(C)C)NC1=CC(=NC=C1)CCNC(OC(C)(C)C)=O